4-((3-(4-((1-(2,3-dihydroxypropyl)piperidin-4-yl)amino)-1-(2,2,2-trifluoroethyl)-1H-indol-2-yl)prop-2-yn-1-yl)amino)-3-methoxybenzenesulfonamide OC(CN1CCC(CC1)NC1=C2C=C(N(C2=CC=C1)CC(F)(F)F)C#CCNC1=C(C=C(C=C1)S(=O)(=O)N)OC)CO